Cl.NC=1N=NC(=CC1N1CCC(CC1)(C(=O)NCC1CCNCC1)C1=CC=CC=C1)C1=C(C=CC=C1)O 1-(3-amino-6-(2-hydroxyphenyl)pyridazin-4-yl)-4-phenyl-N-(piperidin-4-ylmethyl)piperidine-4-carboxamide hydrochloride